C(C)(C)(C)OC(=O)N(CCCC1=C(C=CC(=C1)F)NC1=C(C(=O)OC)C=C(C(=C1)Cl)F)C1=NC(=CC=C1[N+](=O)[O-])OC Methyl 2-((2-(3-((tert-butoxycarbonyl)(6-methoxy-3-nitropyridin-2-yl)amino)-propyl)-4-fluorophenyl)amino)-4-chloro-5-fluorobenzoate